C(C)OC(C(CCN=[N+]=[N-])(C)C)=O 4-azido-2,2-dimethylbutyric acid ethyl ester